(E)-4-(tert-butylamino)-N-(2,6-difluoro-4-(8-(4-fluoro-6-methoxy-1,2-dimethyl-1H-benzo[d]imidazol-5-yl)indolizine-3-carbonyl)phenyl)but-2-enamide C(C)(C)(C)NC/C=C/C(=O)NC1=C(C=C(C=C1F)C(=O)C1=CC=C2C(=CC=CN12)C1=C(C2=C(N(C(=N2)C)C)C=C1OC)F)F